7-bromo-3-butyl-8-methoxy-3-methyl-2,3-dihydro-1,5-benzothiazepin-4(5H)-one BrC=1C(=CC2=C(NC(C(CS2)(C)CCCC)=O)C1)OC